SCC(=O)NC=1C=NC(=NC1)N(C1=CC=CC=C1)C 2-mercapto-N-(2-(methyl-(phenyl)amino)pyrimidin-5-yl)acetamide